[Pb].[La] lanthanum-lead